C(=O)O.N1=C(C=CC=C1)C=1C=NC=CC1 2,3'-bipyridine formate